C1(=CC=CC=C1)P(C1=C(C=CC=C1)C=1C(=CC=C(C1)C)C(=O)NC1=CC=C(C=C1)C)C1=CC=CC=C1 2'-(diphenylphosphino)-5-methyl-N-(p-tolyl)-[1,1'-biphenyl]-2-carboxamide